3-amino-5,6-dimethyl-pyrazine-2-carboxamide NC=1C(=NC(=C(N1)C)C)C(=O)N